4-((4-((2-(cyclopropylamino)-4-phenylthiazol-5-yl)oxy)pyridin-2-yl)amino)benzoic acid C1(CC1)NC=1SC(=C(N1)C1=CC=CC=C1)OC1=CC(=NC=C1)NC1=CC=C(C(=O)O)C=C1